C(C1=CC=CC=C1)[C@@H]1[C@H](OC(O1)(C)C)CCO 2-((4R,5R)-5-benzyl-2,2-dimethyl-1,3-dioxolan-4-yl)ethanol